8-(3-(4,6-diphenyl-1,3,5-triazin-2-yl)phenyl)benzofuro[2,3-b]indolo[1,2,3-lm]carbazole C1(=CC=CC=C1)C1=NC(=NC(=N1)C1=CC=CC=C1)C=1C=C(C=CC1)C1=CC=2C=3C=C4C(=C5C3N(C2C=C1)C1=CC=CC=C15)OC1=C4C=CC=C1